6-(Ethyl-(isopropyl)amino)-4-methylpyridinecarboxylic acid ethyl ester C(C)OC(=O)C1=NC(=CC(=C1)C)N(C(C)C)CC